FC(C=1N=C(N(N1)C1=NC=C(C=C1)C(=O)N1CCOCC1)C(C)NC(C1=CC(=CC(=C1)C(F)(F)F)C(F)(F)F)=O)F N-[1-[5-(difluoromethyl)-2-[5-(morpholine-4-carbonyl)-2-pyridyl]-1,2,4-triazol-3-yl]ethyl]-3,5-bis(trifluoromethyl)benzamide